B(O)(O)C1=CC=C(C[N+](CCC[N+](C)(C)C2=CC=C(C=C2)B(O)O)(C)C)C=C1 N1-(4-boronobenzyl)-N3-(4-boronophenyl)-N1,N1,N3,N3-tetramethylpropane-1,3-diaminium